ClC=1C=C2C(=CC=NC2=CC1C1=C2C=NN(C2=CC=C1C)C(=O)OC(C)(C)C)NC1=C(C(=C(C(=C1F)F)S(=O)(=O)C)F)F tert-butyl 4-(6-chloro-4-((2,3,5,6-tetrafluoro-4-(methylsulfonyl) phenyl)amino)quinolin-7-yl)-5-methyl-1H-indazole-1-carboxylate